O1CNCC2=C1C=CC=C2 2,3-dihydro-4H-1,3-benzoxazine